C1=C(C=CC2=CC=CC=C12)C=1C=C(N)C=CC1 3-(naphthalen-2-yl)aniline